Cl.NC1=NC=C(C=C1C#N)C=1C=C2N(N1)CC[C@]21CNCC1 |r| (rac)-2-amino-5-[5',6'-dihydrospiro[pyrrolidine-3,4'-pyrrolo[1,2-b]pyrazol]-2'-yl]pyridine-3-carbonitrile hydrochloride